C1(CC1)C(CN1CC2(C1)CN(C2)S(=O)(=O)C=2C(=NC(=CC2)C(F)(F)F)C)OC 2-(2-cyclopropyl-2-methoxyethyl)-6-((2-methyl-6-(trifluoromethyl)pyridin-3-yl)sulfonyl)-2,6-diazaspiro[3.3]heptane